4-ethynyl-1,5-dimethylpyrazole C(#C)C=1C=NN(C1C)C